ClC1=C(C(=NC=C1OC)N)F 4-chloro-3-fluoro-5-methoxy-pyridin-2-amine